COCC1(CNCCC1)O 3-(methoxymethyl)piperidin-3-ol